(1-oxo-5-(((trans)-2-(3-(4-(trifluoromethoxy)phenyl)azetidin-1-yl)cyclohexyl)oxy)isoindolin-2-yl)piperidine-2,6-dione O=C1N(CC2=CC(=CC=C12)O[C@H]1[C@@H](CCCC1)N1CC(C1)C1=CC=C(C=C1)OC(F)(F)F)N1C(CCCC1=O)=O